(5-(2-(((R)-1-((S or R)-5-cyano-2-oxo-1,2,3,4-tetrahydroquinolin-3-yl)ethyl)amino)ethyl)-2-methylphenyl)acetic acid C(#N)C1=C2C[C@H](C(NC2=CC=C1)=O)[C@@H](C)NCCC=1C=CC(=C(C1)CC(=O)O)C |o1:5|